C(C)(C)C1=C(C=CC=C1)C1=NN2C(C=N1)=CN=C2CC2=CC=C(C=C2)C=2N(C=C(N2)C(F)(F)F)C (2-isopropylphenyl)-7-(4-(1-methyl-4-(trifluoromethyl)-1H-imidazol-2-yl)benzyl)imidazo[5,1-f][1,2,4]triazine